(S)-(3-aminopyrrolidin-1-yl)(3-methyl-5-(3-methyl-4-(piperidin-4-yl)phenyl)thiophen-2-yl)methanone N[C@@H]1CN(CC1)C(=O)C=1SC(=CC1C)C1=CC(=C(C=C1)C1CCNCC1)C